[(Z)-oct-3-enoxy]-9-oxo-nonanoic acid C(C\C=C/CCCC)OC(C(=O)O)CCCCCCC=O